3-(1-methyl-6-(4-(((3R,4R)-3-methylpiperidin-4-yl)methyl)piperazin-1-yl)-1H-indazol-3-yl)piperidine-2,6-dione CN1N=C(C2=CC=C(C=C12)N1CCN(CC1)C[C@H]1[C@H](CNCC1)C)C1C(NC(CC1)=O)=O